C1=CC(=C(C=C1N)N)OCCO.Cl.Cl 2,4-DIAMINOPHENOXYETHANOL HCl